(E)-4-(hydroxyimino)-3-phenylpiperidine-1-carboxylic acid tert-butyl ester C(C)(C)(C)OC(=O)N1CC(/C(/CC1)=N/O)C1=CC=CC=C1